C1(CC1)N1N=C(C(=C1)C1=C2C(=NC(=C1)C)NN=C2)C2=NC=C(C=C2)F 4-[1-cyclopropyl-3-(5-fluoro-2-pyridinyl)pyrazol-4-yl]-6-methyl-1H-pyrazolo[3,4-b]pyridine